C(C=C)(=O)OC12CC3(CC(CC(C1)C3)C2)OC(C=C)=O 1,3-adamantandiol diacrylate